COC1=C(C=C(OC=2C=CC(=NC2)C(F)(F)F)C=C1)[N+](=O)[O-] 5-(4-Methoxy-3-nitro-phenoxy)-2-(trifluoromethyl)-pyridine